C(C)OC(CCC1=NN=NN1COCC[Si](C)(C)C)=O 3-(1-((2-(trimethylsilyl)ethoxy)methyl)-1H-tetrazol-5-yl)propionic acid ethyl ester